ClC1=C(C=CC(=C1)Cl)C1OC[C@H]([C@H](O1)[C@@H](C[Se@+]1[C@@H]([C@H]([C@@H](C1)O)O)CO)O)O (1S,2R,3S,4S)-1-((2S)-2-((4S,5R)-2-(2,4-dichlorophenyl)-5-hydroxy-1,3-dioxan-4-yl)-2-hydroxyethyl)-3,4-dihydroxy-2-(hydroxymethyl)tetrahydro-1H-selenophen-1-ium